(5-chloro-2-{[4-(hydroxymethyl)-3,4-dihydroisoquinolin-2(1H)-yl]carbonyl}phenyl)-N-(5-cyano-2-fluorophenyl)-1,2-dimethyl-N-[4-(prop-2-en-1-yloxy)phenyl]-1H-pyrrole-3-carboxamide ClC=1C=CC(=C(C1)C=1C(=C(N(C1)C)C)C(=O)N(C1=CC=C(C=C1)OCC=C)C1=C(C=CC(=C1)C#N)F)C(=O)N1CC2=CC=CC=C2C(C1)CO